N-(1-(4-((2,6-dioxopiperidin-3-yl)amino)benzyl)piperidin-4-yl)-2-fluoro-5-methoxy-4-((4-((2-methyl-3-oxoisoindolin-4-yl)oxy)-5-(trifluoromethyl)pyrimidin-2-yl)amino)benzamide O=C1NC(CCC1NC1=CC=C(CN2CCC(CC2)NC(C2=C(C=C(C(=C2)OC)NC2=NC=C(C(=N2)OC2=C3C(N(CC3=CC=C2)C)=O)C(F)(F)F)F)=O)C=C1)=O